Cl.C(C)(C)(C)OC(=O)N1CC2(CC1)CCN(CC2)C2=C(C=NC1=CC(=C(C=C21)OC)OC)F tert-butyl-8-(3-fluoro-6,7-dimethoxyquinolin-4-yl)-2,8-diazaspiro[4.5]decane-2-carboxylate hydrochloride